ethyl 2-(4-(4,4,5,5-tetramethyl-1,3,2-dioxaborolan-2-yl)cyclohex-3-enyl)acetate CC1(OB(OC1(C)C)C1=CCC(CC1)CC(=O)OCC)C